COC1=C(C=CC=C1)[S+](C1=C(C=CC=C1)OC)C1=C(C=CC=C1)OC tris(methoxyphenyl)sulfonium